ClC1=C(C=C(C=C1)N=C=S)Cl 1,2-dichloro-4-isothiocyanato-benzene